C(C)(=O)OC(C)C1(CCC1)C(NCC1=CN=C(N=N1)SC)=O 1-(1-(((3-(methylthio)-1,2,4-triazin-6-yl)methyl)carbamoyl)cyclobutyl)ethyl acetate